CC=1C=C(C(=C2C=CNC12)COC1OCCCC1)S(=O)(=O)C 7-methyl-5-(methylsulfonyl)-4-(((tetrahydro-2H-pyran-2-yl)oxy)methyl)-1H-indole